((5-cyano-7-(5-(2-cyano-3-cyclopropyloxy-6-fluoro-5-(prop-1-yn-1-yl)phenyl)-1-methyl-1H-pyrazol-4-yl)-4-carbonyl-3,4-dihydro-phthalazin-1-yl)methyl)carbamic acid tert-butyl ester C(C)(C)(C)OC(NCC1=NNC(C2=C(C=C(C=C12)C=1C=NN(C1C1=C(C(=CC(=C1F)C#CC)OC1CC1)C#N)C)C#N)=C=O)=O